C(C)(C)(C)OC(=O)N[C@H](C(=O)O)CCCCCCCC (S)-2-((tert-Butoxycarbonyl)amino)decanoic acid